2-oxo-7-aminoheptanoate O=C(C(=O)[O-])CCCCCN